OC1=C(C(=CC(=C1)C(F)(F)F)C)C=1C=CC=2C(N1)=NN(C2)CC21CN(C([C@@H]1C2)=O)C (R)-5-((6-(2-hydroxy-6-methyl-4-(trifluoromethyl)phenyl)-2H-pyrazolo[3,4-b]pyridin-2-yl)methyl)-3-methyl-3-azabicyclo[3.1.0]hexan-2-one